rel-N-(8-{3-[(2r,6s)-2,6-dimethylmorpholin-4-yl]propoxy}-7-methoxy-2,3-dihydroimidazo[1,2-c]quinazolin-5-yl)-6-methylnicotinamide C[C@@H]1CN(C[C@@H](O1)C)CCCOC=1C=CC=2C=3N(C(=NC2C1OC)NC(C1=CN=C(C=C1)C)=O)CCN3 |o1:1,5|